2,2-difluoro-4-hydroxy-7-iodo-indan-1-one FC1(C(C2=C(C=CC(=C2C1)O)I)=O)F